[I-].C(CCCCCCCCCCCCC)C1=C(C(=C(N1)C)C)C tetradecyl-trimethyl-pyrrole iodide salt